5-(benzo[d][1,3]dioxol-5-ylmethyl)-1-(4-methoxyphenyl)pyrimidine-2,4,6(1H,3H,5H)-trione O1COC2=C1C=CC(=C2)CC2C(NC(N(C2=O)C2=CC=C(C=C2)OC)=O)=O